NC1=C(C=C(C=N1)C1=NN2C(=C1)[C@@]1(CN(CC1)C(=O)NC(C)(C)C1=CC=NC=C1)OCC2)OC(F)(F)F |r| (rac)-2-[6-amino-5-(trifluoromethoxy)pyridin-3-yl]-N-[2-(pyridin-4-yl)propan-2-yl]-6,7-dihydrospiro[pyrazolo[5,1-c][1,4]oxazine-4,3'-pyrrolidine]-1'-carboxamide